4-(difluoromethyl)-5-fluoropyridine-2-sulfonyl chloride FC(C1=CC(=NC=C1F)S(=O)(=O)Cl)F